ClC1=CC=C(C=C1)[C@H](C(=O)N1CCN([C@@H]2C[C@H]12)C=1C2=C(N=CN1)NC(C[C@H]2C)=O)CNC(C)C (R)-4-((1R,6S)-5-((S)-2-(4-chlorophenyl)-3-(isopropylamino)propanoyl)-2,5-diazabicyclo[4.1.0]heptan-2-yl)-5-methyl-5,8-dihydropyrido[2,3-d]pyrimidin-7(6H)-one